2,2-difluoropropyl (CIS)-2-((((CIS)-4-phenylcyclohexyl)oxy) methyl)-3-(1H-pyrazol-3-yl)piperidine-1-carboxylate C1(=CC=CC=C1)[C@H]1CC[C@H](CC1)OC[C@@H]1N(CCC[C@@H]1C1=NNC=C1)C(=O)OCC(C)(F)F